(R)-N-(2-(2-(4-chlorobenzyl)-5-(3,5-difluorobenzyl)-3-oxo-2,3,4,5,6,7-hexahydro-1H-pyrazolo[4,3-c]pyridin-1-yl)ethyl)-1-(2-hydroxyacetyl)pyrrolidine-2-carboxamide ClC1=CC=C(CN2N(C3=C(CN(CC3)CC3=CC(=CC(=C3)F)F)C2=O)CCNC(=O)[C@@H]2N(CCC2)C(CO)=O)C=C1